2-acetamido-6-methyl-N-(2-(2-methyl-4-(trifluoromethyl)phenoxy)ethyl)isonicotinamide 7-(4-(diisopropylamino)butyl)-7-hydroxytrideca-1,13-diyl-dipalmitate C(C)(C)N(CCCCC(CCCCCCCCCCCCCCCCCCCCCC(=O)O)(CCCCCCCCCCCCCCCCCCCCCC(=O)O)O)C(C)C.C(C)(=O)NC=1C=C(C(=O)NCCOC2=C(C=C(C=C2)C(F)(F)F)C)C=C(N1)C